N[C@H]1CN(C[C@@H]1F)C=1C=C2CN3[C@@H](C2=CC1)CN(C[C@H]3C)C3=C1C=CC=NC1=C(C=C3)C#N 5-[(4R,10bS)-8-[(3S,4S)-3-amino-4-fluoro-pyrrolidin-1-yl]-4-methyl-3,4,6,10b-tetrahydro-1H-pyrazino[2,1-a]isoindol-2-yl]quinoline-8-carbonitrile